BrC=1C=CC=2N(C3=CC=C(C=C3C2C1)Br)C1=C(C=CC=C1)C1=NC(=NC(=N1)C1=CC=CC=C1)C1=CC=CC=C1 3,6-dibromo-9-(2-(4,6-diphenyl-1,3,5-triazine-2-yl)phenyl)-9H-carbazole